ClC=1C=CC=2C3=C(C(N(C2C1)C1=CC=CC=C1)=O)N=C(N3C)CO 7-chloro-2-(hydroxymethyl)-1-methyl-5-phenyl-1,5-dihydro-4H-imidazo[4,5-c]quinolin-4-one